C(CCCCC)C1OC2=CC(=CC=C2C(C1)O)O hexyl-4,7-dihydroxychroman